(S)-benzofuran-2-carboxylic acid {1-[3-(6-fluoro-pyridin-3-yl)-phenyl]-ethyl}-amide FC1=CC=C(C=N1)C=1C=C(C=CC1)[C@H](C)NC(=O)C=1OC2=C(C1)C=CC=C2